5-Chloro-2-((6-methylpyrazine-2-carboxamido)methyl)benzofuran-7-carboxylic acid ClC=1C=C(C2=C(C=C(O2)CNC(=O)C2=NC(=CN=C2)C)C1)C(=O)O